Cl.OC(CN(CC(C)O)CC(C)O)C N,N,N-tri(2-hydroxypropyl)amine hydrochloride